C(CCCC)(=O)[O-] PENTANOATE